N-acetyl-2-chloropyrrolidine C(C)(=O)N1C(CCC1)Cl